4-[[(1R,3S)-3-aminocyclopentyl]amino]-N'-(2-ethyl-5-fluoro-4-hydroxy-phenyl)-6-(5-fluoro-4-hydroxy-2-methyl-phenyl)pyrrolo[1,2-b]pyridazine-3-carboxamidine N[C@@H]1C[C@@H](CC1)NC=1C=2N(N=CC1C(=NC1=C(C=C(C(=C1)F)O)CC)N)C=C(C2)C2=C(C=C(C(=C2)F)O)C